FC1=CC=2N(C=C1NC(=O)N1CCC=3C1=NC=CC3N3CC(N(CC3)C(=O)OC(C)OC(C(C)C)=O)(C)C)C=C(N2)C 1-(isobutyryloxy)ethyl 4-(1-((7-fluoro-2-methylimidazo[1,2-a]pyridin-6-yl)carbamoyl)-2,3-dihydro-1H-pyrrolo[2,3-b]pyridin-4-yl)-2,2-dimethylpiperazine-1-carboxylate